(1-(4-hydroxybutyl)piperidine-4,4-diyl)bis(ethane-2,1-diyl) bis(2-hexyldecanoate) C(CCCCC)C(C(=O)OCCC1(CCN(CC1)CCCCO)CCOC(C(CCCCCCCC)CCCCCC)=O)CCCCCCCC